3-(4-Cyano-2-methoxyphenoxy)-N-(3-sulfamoylphenyl)-6-(trifluoromethyl)pyridazine-4-carboxamide C(#N)C1=CC(=C(OC=2N=NC(=CC2C(=O)NC2=CC(=CC=C2)S(N)(=O)=O)C(F)(F)F)C=C1)OC